C(C)OC(C(CC(=O)OCC)C1=CC(=CC=C1)OC(C)C)=O 3-isopropoxyphenylsuccinic acid diethyl ester